5-bromo-N-(tert-butyl)-2-iodo-1-naphthamide BrC1=C2C=CC(=C(C2=CC=C1)C(=O)NC(C)(C)C)I